C(C1=CC=CC=C1)OP(=O)(OCC1=CC=CC=C1)CCC(=O)NCCCCCC(=O)NCCCCCC(=O)O 6-(6-(3-(Bis(benzyloxy)phosphoryl)propanamido)hexanamido)hexanoic acid